[6-(3-cyclopropyl-1H-1,2,4-triazol-5-yl)-2-azaspiro[3.3]heptan-2-yl]-[6-[[3-(difluoromethyl)-5-methyl-pyrazol-1-yl]methyl]-2-azaspiro[3.3]heptan-2-yl]methanone C1(CC1)C1=NNC(=N1)C1CC2(CN(C2)C(=O)N2CC3(C2)CC(C3)CN3N=C(C=C3C)C(F)F)C1